OC1(CC(C1)N1N=C2C(=CC(=CC2=C1)OCCN1CCC2(CC1)C(NC1=CC=C(C=C12)C#N)=O)C(F)(F)F)C 1'-(2-{[2-(3-hydroxy-3-methylcyclobutyl)-7-(trifluoromethyl)-2H-indazol-5-yl]oxy}ethyl)-2-oxo-1,2-dihydrospiro[indole-3,4'-piperidine]-5-carbonitrile